5-bromo-N-(((1S,2R)-2-(2-((tert-butyldiphenylsilyl)oxy)ethyl)cyclopropyl)methyl)-2-nitroaniline BrC=1C=CC(=C(NC[C@@H]2[C@H](C2)CCO[Si](C2=CC=CC=C2)(C2=CC=CC=C2)C(C)(C)C)C1)[N+](=O)[O-]